NCC(O)C=1C(=NC(=CC1OCC1=CC=CC=C1)Cl)C 2-amino-1-(4-benzyloxy-6-chloro-2-methyl-3-pyridinyl)ethanol